COC=1C=C(C=CC1[N+](=O)[O-])P1(CCCC1)=O 1-(3-methoxy-4-nitrophenyl)phospholane 1-oxide